5,6-DIPHENYL-7H-PYRROLO[2,3-D]PYRIMIDIN C1(=CC=CC=C1)C1=C(NC=2N=CN=CC21)C2=CC=CC=C2